OC(OC(N(CCCC)CC)=O)C hydroxyl-ethylbutyl-urethane